binaphthyl-4,4'-dibenzoate C1(=CC=C(C2=CC=CC=C12)C1=CC=CC=C1C(=O)[O-])C1=CC=C(C2=CC=CC=C12)C1=CC=CC=C1C(=O)[O-]